O1CCN(CCC1)CC(=O)O 2-(1,4-oxazepan-4-yl)acetic acid